tris(2,4-di-tert-butylphenol) phosphite P(O)(O)O.C(C)(C)(C)C1=C(C=CC(=C1)C(C)(C)C)O.C(C)(C)(C)C1=C(C=CC(=C1)C(C)(C)C)O.C(C)(C)(C)C1=C(C=CC(=C1)C(C)(C)C)O